chloro-N-(4'-cyclopropyl-[biphenyl]-3-yl)-1-methoxy-N-methyl-[1,2,4]triazolo[4,3-a]quinazolin-5-amine ClC1=C2C(=NC=3N(C2=CC=C1)C(=NN3)OC)N(C)C=3C=C(C=CC3)C3=CC=C(C=C3)C3CC3